FC(OC1=NC=CC(=C1)C1=NC=CC=2NC=3C=C(C(=CC3C21)OC)OCCCN2CCCC2)F 2-(difluoromethoxy)-4-{8-methoxy-7-[3-(pyrrolidin-1-yl)propoxy]-5H-pyrido[4,3-b]indol-1-yl}pyridine